COC1=NC=CC2=C1N=C(N2)C=2N=C(OC2)N (4-methoxy-1H-imidazo[4,5-c]pyridin-2-yl)oxazol-2-amine